FC1=C(C=CC=C1C[C@@H]1N(CC([C@@H]1NS(N(C)C)(=O)=O)(F)F)C(=O)C1(CCC1)O)C1=CC(=CC=C1)F N'-[(2S,3R)-2-[(2,3'-difluoro[1,1'-biphenyl]-3-yl)methyl]-4,4-difluoro-1-(1-hydroxy-cyclobutane-1-carbonyl)pyrrolidin-3-yl]-N,N-dimethylsulfuric diamide